BrCC1=C(C=CC=C1F)F bromo-2,6-difluorotoluene